FC(C(OC1=NC2=CC=CC=C2N=C1N(S(=O)(=O)CCC)COCC[Si](C)(C)C)C1=CC=[N+](C=C1)[O-])(F)F 4-(2,2,2-trifluoro-1-(3-(N-((2-(trimethylsilyl)ethoxy)methyl)propylsulfonamido)quinoxalin-2-yloxy)ethyl)pyridine 1-oxide